FC1=C(C(=CC(=C1)F)NC1=C(C=C(C=C1)I)F)C(=O)N1CC(C1)NC(OC(C)(C)C)=O 1,1-dimethylethyl [1-({2,4-difluoro-6-[(2-fluoro-4-iodophenyl)amino]phenyl}carbonyl)azetidin-3-yl]carbamate